[Sn].[Ti].FC1=C(C(=CC=C1)F)S(=O)(=O)NC1=CC=C(C=C1)NC1=CC(OC2=C1C=C(C=C2)[N+](=O)[O-])=O 2,6-difluoro-N-(4-((6-nitro-2-oxo-2H-benzopyran-4-yl)amino)phenyl)benzenesulfonamide titanium-tin